3-hydroxy-N-propylphthalimide OC1=C2C(C(=O)N(C2=O)CCC)=CC=C1